C1(=CC=CC=C1)CC(C)C=1NCCN1 2-(1-phenylpropan-2-yl)-4,5-dihydro-1H-imidazole